(S)-2-(2,6-dichlorobenzoylamino)-3-(5-(4,5-difluoro-2-methoxyphenyl)quinolin-8-yl)propionic acid ClC1=C(C(=O)N[C@H](C(=O)O)CC=2C=CC(=C3C=CC=NC23)C2=C(C=C(C(=C2)F)F)OC)C(=CC=C1)Cl